C1(CCCCC1)NC(N(CCCl)C1=CC=CC=C1)=O cyclohexylphenyl-chloroethyl-urea